(R)-5,6-dichloro-4-(3-(2,2-dimethyl-4-((4-(oxetan-3-yl)piperazin-1-yl)methyl)piperidin-1-yl)-5-methyl-1-(2-azaspiro[3.3]heptan-6-yl)-1H-pyrazol-4-yl)-1H-indazole ClC=1C(=C2C=NNC2=CC1Cl)C=1C(=NN(C1C)C1CC2(CNC2)C1)N1C(C[C@@H](CC1)CN1CCN(CC1)C1COC1)(C)C